3-Bromo-4-(4-trifluoromethyl-benzyloxy)-benzaldehyde BrC=1C=C(C=O)C=CC1OCC1=CC=C(C=C1)C(F)(F)F